1-cyclopropyl-2-methylimidazo[4,5-b]pyridine C1(CC1)N1C(=NC2=NC=CC=C21)C